FC(C=1C=C(C=C(C1)C(F)(F)F)C(C(C)N(C(C)C)CC1=C(C=CC(=C1)C(F)(F)F)C1=CC(=C(C=C1OC)C)OCCCC(=O)O)O)(F)F 4-((2'-(((1-(3,5-bis(trifluoromethyl)phenyl)-1-hydroxypropan-2-yl)(isopropyl)amino)methyl)-6-Methoxy-4-methyl-4'-(trifluoromethyl)-[1,1'-biphenyl]-3-yl)oxy)butanoic acid